NC[C@@H](CN1C(C=2N(CC1)C1=C(C2)C(=NC=C1)OCC(F)(F)F)=O)NC1=NC=CC2=CC=C(C=C12)C1=NOC(=N1)C (S)-8-(3-Amino-2-((7-(5-methyl-1,2,4-oxadiazol-3-yl)isoquinolin-1-yl)amino)propyl)-1-(2,2,2-trifluoroethoxy)-7,8-dihydropyrido[3',4':4,5]pyrrolo[1,2-a]pyrazin-9(6H)-one